2-(8-(4-(N-methoxycarbamimidoyl)benzoyloxy)-[1,2,4]triazolo[1,5-a]pyridin-5-yl)acetic acid CONC(=N)C1=CC=C(C(=O)OC=2C=3N(C(=CC2)CC(=O)O)N=CN3)C=C1